F[C@H]1[C@H]([C@@H]2N(C(OC2)(C)C)C1=O)C (6S,7S,7aS)-6-fluoro-3,3,7-trimethyltetrahydropyrrolo[1,2-c]oxazol-5(3H)-one